2-(tert-Butyl)-1'-isopropylspiro[indole-3,3'-indolin]-2'-one C(C)(C)(C)C1=NC2=CC=CC=C2C12C(N(C1=CC=CC=C21)C(C)C)=O